2,3-dimethylbutanedinitrile CC(C#N)C(C#N)C